butenyl acrylate C(C=C)(=O)OC=CCC